N-(piperidin-4-yl)thieno[3,2-b]pyridin-7-amine N1CCC(CC1)NC1=C2C(=NC=C1)C=CS2